BrC=1C=C2C=CN(C2=CC1)CCC(=O)O 3-(5-bromo-1-indolyl)propionic acid